C(C(CCCCCCC(CC(=O)O)C(=O)O)C(=O)O)C(=O)O 1,2,9,10-decanetetracarboxylic acid